CC1=C2C(NC(NC2=CC=C1)=O)=O 5-methyl-quinazoline-2,4-dione